ClC=1C(=NC(=NC1)SC)C12CC(C1)(C2)C(=O)O 3-(5-chloro-2-(methylthio)pyrimidin-4-yl)bicyclo[1.1.1]pentane-1-carboxylic acid